FC=1C=C2C(=CNC2=C(C1)F)CCN(CCC)C N-(2-(5,7-difluoro-1H-indol-3-yl)ethyl)-N-methylpropan-1-amine